ClC1=NC(=CC(=C1)C=1C(=NN2C1N=C(C=C2)N2CCN(CC2)S(=O)(=O)N)C2=CC(=CC=C2)C#N)C 4-[3-(2-Chloro-6-methyl-4-pyridyl)-2-(3-cyanophenyl)pyrazolo[1,5-a]pyrimidin-5-yl]piperazine-1-sulfonamide